Quinoline-7-carboxylic acid ethyl ester C(C)OC(=O)C1=CC=C2C=CC=NC2=C1